6-[4-[3-(4-oxo-3H-pyrido[2,3-d]pyrimidin-2-yl)propionyl]piperazin-1-yl]pyridine-3-carbonitrile O=C1C2=C(N=C(N1)CCC(=O)N1CCN(CC1)C1=CC=C(C=N1)C#N)N=CC=C2